(Z)-3-(3-(3,5-bis(trifluoromethyl)phenyl)-1H-1,2,4-triazol-1-yl)-N-(8-methyl-3-oxo-2,8-diazaspiro[4.5]decan-2-yl)acrylamide FC(C=1C=C(C=C(C1)C(F)(F)F)C1=NN(C=N1)\C=C/C(=O)NN1CC2(CC1=O)CCN(CC2)C)(F)F